C1(CC1)S(=O)(=O)NC1=NC=CC(=N1)[C@H](CC)NC(C1=C(C=C(C=C1)C1=NC(=CN=C1)OCC)F)=O (S)-N-(1-(2-(cyclopropanesulfonamido)pyrimidin-4-yl)propyl)-4-(6-ethoxypyrazin-2-yl)-2-fluorobenzamide